4-(8-((2,6-diethoxy-4'-fluoro-[1,1'-biphenyl]-4-yl)methyl)-2-oxo-1-oxa-3,8-diazaspiro[4.5]decan-3-yl)-N-((2S,3R,4R,5R)-2,3,4,5,6-pentahydroxyhexyl)benzamide C(C)OC1=C(C(=CC(=C1)CN1CCC2(CN(C(O2)=O)C2=CC=C(C(=O)NC[C@@H]([C@H]([C@@H]([C@@H](CO)O)O)O)O)C=C2)CC1)OCC)C1=CC=C(C=C1)F